Triphenyl-phosphane C1(=CC=CC=C1)P(C1=CC=CC=C1)C1=CC=CC=C1